((dimethylamino)methyl)-3,4-dihydroisoquinolin-1(2H)-one CN(C)CN1C(C2=CC=CC=C2CC1)=O